5-bromo-4-chloro-6-phenyl-2-(p-tolyl)pyrimidine BrC=1C(=NC(=NC1C1=CC=CC=C1)C1=CC=C(C=C1)C)Cl